FC1=NC=C(C=C1CCN)OC 2-(2-fluoro-5-methoxypyridin-3-yl)ethan-1-amine